ClC1=C(C=CC=C1)NC1=CSC=2C1=NC(=CC2)C=2C=NN(C2)C N-(2-chlorophenyl)-5-(1-methyl-1H-pyrazol-4-yl)thieno[3,2-b]pyridin-3-amine